O[C@@H](C)C1=NNC2=CC=C(C=C12)C=1C=NC(=NC1)C 3-((S)-1-hydroxyethyl)-5-(2-methylpyrimidin-5-yl)-1H-indazol